ClC=1C=C2C(CN(C2=CC1)C(CCCCCCC)=O)(C)CCN(C(C)=O)C N-(2-(5-chloro-3-methyl-1-octanoyl-indolin-3-yl)ethyl)-N-methylacetamide